1H-benzotriazol-1-yl-oxy-tripyrrolidinylphosphonium hexafluorophosphate F[P-](F)(F)(F)(F)F.N1(N=NC2=C1C=CC=C2)O[P+](N2CCCC2)(N2CCCC2)N2CCCC2